gallium-erbium-ytterbium oxide [O-2].[Yb+3].[Er+3].[Ga+3]